CN1N=C(C2=CC=C(C=C12)C)C1=CC=C(C=C1)NC(=O)NCC1=CC=NC=C1 1-[4-(1,6-Dimethyl-1H-indazol-3-yl)-phenyl]-3-pyridin-4-ylmethyl-urea